N-{2-[(3S)-3-(Aminomethyl)piperidin-1-yl]-4-(3-fluorophenoxy)-3-(trifluoromethyl)phenyl}-2-(pyridazin-4-yl)-1,3-thiazol-4-carboxamid NC[C@H]1CN(CCC1)C1=C(C=CC(=C1C(F)(F)F)OC1=CC(=CC=C1)F)NC(=O)C=1N=C(SC1)C1=CN=NC=C1